N1N=CC=C1C1CCN(CC1)CC1=C(C=C(C(=C1)Cl)Cl)O 2-((4-(1H-pyrazol-5-yl)piperidin-1-yl)methyl)-4,5-dichlorophenol